N-(5-methyl-4-(1-propyl-1H-pyrazol-4-yl)pyrimidin-2-yl)-1-((4-(trifluoromethyl)phenyl)sulfonyl)indol-5-amine CC=1C(=NC(=NC1)NC=1C=C2C=CN(C2=CC1)S(=O)(=O)C1=CC=C(C=C1)C(F)(F)F)C=1C=NN(C1)CCC